C(C)(C)(C)OC(=O)N1CC=2CN(CC2C1)C(C1=NC=C(C=C1F)S(N)(=O)=O)=O 5-(3-fluoro-5-sulfamoylpicolinoyl)-3,4,5,6-tetrahydropyrrolo[3,4-c]Pyrrole-2(1H)-carboxylic acid tert-butyl ester